4-chloro-3-(cyclohexylethynyl)pyridin-2-amine ClC1=C(C(=NC=C1)N)C#CC1CCCCC1